O=C1NC(CCC1N1C(C2=CC=CC(=C2C1)SCCCCCCC(=O)O)=O)=O 7-((2-(2,6-dioxopiperidine-3-yl)-1-oxoisoindoline-4-yl)thio)heptanoic acid